4,4'-diaminodiphenylurea C1=CC(=CC=C1N)NC(=O)NC2=CC=C(C=C2)N